C1(=CC=C(C=C1)C(=O)[O-])C.C1(=CC=C(C=C1)C(=O)[O-])C.C1(=CC=C(C=C1)C(=O)[O-])C.C1(C=CC2=CC=CC=C12)[Zr+3] indenyl-zirconium tris(p-toluate)